(1-((3-(2-hydroxyethyl)phenyl)sulfonyl)piperidin-4-yl)carbamic acid tert-butyl ester C(C)(C)(C)OC(NC1CCN(CC1)S(=O)(=O)C1=CC(=CC=C1)CCO)=O